[Pd](Cl)Cl.C(C)(C)P([C-]1C=CC=C1)C(C)C.[C-]1(C=CC=C1)P(C(C)C)C(C)C.[Fe+2] [1,1'-bis(diisopropylphosphino)ferrocene] palladium (II) dichloride